2-(6-Fluoropyridin-3-yl)-5-(thiazol-5-yl)-4,5-dihydro-6H-imidazo[1,5-b]pyrazol-6-one FC1=CC=C(C=N1)C=1C=C2N(N1)C(N(C2)C2=CN=CS2)=O